C(#N)C1=CC(=C(C=C1)/C(/C(=O)OC)=C/N(C)C)OC methyl (Z)-2-(4-cyano-2-methoxyphenyl)-3-(dimethylamino)acrylate